ethyl 5-(N-(4-chloro-2-((N-(furan-2-ylmethyl) cyclopropanecarboxamido) methyl) phenyl)-N-ethylsulfamoyl)-3-methylbenzofuran-2-carboxylate ClC1=CC(=C(C=C1)N(S(=O)(=O)C=1C=CC2=C(C(=C(O2)C(=O)OCC)C)C1)CC)CN(C(=O)C1CC1)CC=1OC=CC1